(3-cyano-1H-indol-5-yl)amide C(#N)C1=CNC2=CC=C(C=C12)[NH-]